BrC=1C=C(C=CC1F)[C@@H]1C([C@H]1C(=O)O)(Cl)Cl |r| Racemic-trans-3-(3-Bromo-4-fluorophenyl)-2,2-dichlorocyclopropane-1-carboxylic acid